1-acetyl-9H-pyrido[3,4-b]indole-3-carboxylic acid methyl ester COC(=O)C1=CC2=C(NC3=CC=CC=C23)C(=N1)C(C)=O